C[C@H]1CN(C[C@H]1C)C1=NC2=C(C=C(C=C2C(N1C)=O)C)[C@@H](C)NC1=C(C=CC=C1)S(=O)(=O)C 2-((3R,4S)-3,4-dimethylpyrrolidin-1-yl)-3,6-dimethyl-8-((R)-1-((2-(methylsulfonyl)phenyl)amino)ethyl)quinazolin-4(3H)-one